C(C)OC(\C(=C/C(=O)OCC)\C)=O (Z)-2-methylbut-2-enedioic acid diethyl ester